N-(2-hydroxyethyl)-6-((3-(5-methoxymethylisoxazol-3-yl)-[1,2,4]triazolo[3,4-a]phthalazin-6-oxy)methylene)nicotinamide OCCNC(C1=CNC(C=C1)=COC1=NN2C(C3=CC=CC=C13)=NN=C2C2=NOC(=C2)COC)=O